C(C)C1=C(OC2=CC=C(C(=C2C(=O)NC2=CC(=C(C=C2)F)C(NO)=O)F)C(F)(F)F)C=CC(=C1)F 6-(2-ethyl-4-fluorophenoxy)-2-fluoro-N-(4-fluoro-3-(N-hydroxycarbamoyl)phenyl)-3-(trifluoromethyl)benzamide